C(#N)NC(OC)=O.[Na] sodium methyl cyanocarbamate